(S)-2-((2-(5,5-difluoro-2-oxo-1,3-oxazepin-3-yl)-5,6-dihydrobenzo[f]imidazo[1,2-d][1,4]oxazepin-9-yl)amino)propanamide FC1(CN(C(OC=C1)=O)C=1N=C2N(CCOC3=C2C=CC(=C3)N[C@H](C(=O)N)C)C1)F